(3-methylimidazo[4,5-c]pyridin-7-yl)-3-[4-[(4-methylpiperazin-1-yl)methyl]anilino]pyrazine-2-carboxylate CN1C=NC2=C1C=NC=C2OC(=O)C2=NC=CN=C2NC2=CC=C(C=C2)CN2CCN(CC2)C